FC1(CCN(CC1)C1=NC(=CC(=N1)NC(C1=C(C=C(C=C1)S(=O)(=O)CC(C)(C)O)N1CCC2(CC2)CC1)=O)C)F N-(2-(4,4-Difluoropiperidin-1-yl)-6-methylpyrimidin-4-yl)-4-((2-hydroxy-2-methylpropyl)sulfonyl)-2-(6-azaspiro[2.5]octan-6-yl)benzamide